C(C)(C)(C)P(F)C1CCCCC1 tert-butyl-cyclohexyl-fluorophosphane